tripropylacrylate C(CC)C(=C(C(=O)[O-])CCC)CCC